(4-fluorophenyl)-5-((2-methylthiazol-4-yl)methoxy)isoindolin-1-one FC1=CC=C(C=C1)N1C(C2=CC=C(C=C2C1)OCC=1N=C(SC1)C)=O